2-carboxyethyl-phosphine hydrochloride Cl.C(=O)(O)CCP